NC=1C(=NON1)C1=NC2=C(N1CC=1N=CC(=NC1)C#N)C(=CC=C2)F 5-[[2-(4-amino-1,2,5-oxadiazol-3-yl)-7-fluoro-benzoimidazol-1-yl]methyl]pyrazine-2-carbonitrile